CS(=O)(=O)C1(C(C1)C=C)S(=O)(=O)C 1,1-dimethyl-sulfonyl-2-vinylcyclopropane